C(C)(=O)OCC(=O)NC=1C(=NC=C(C1)NC=1N=CC2=C(N1)N(C(C(=C2)C2=C(C=CC=C2Cl)Cl)=O)C)OC2=NN(C=C2)CC [2-[[5-[[6-(2,6-dichlorophenyl)-8-methyl-7-oxo-pyrido[2,3-d]pyrimidin-2-yl]amino]-2-(1-ethylpyrazol-3-yl)oxy-3-pyridyl]amino]-2-oxo-ethyl] acetate